(R)-1-methyl-4-((1-cyanometh-yl-1H-pyrazol-4-yl)methyl)-N-(1-methylcyclopropyl)-5-oxo-1,2,4,5-tetrahydroimidazo[1,2-a]quinazoline-7-sulfonamide C[C@@H]1CN=C2N1C1=CC=C(C=C1C(N2CC=2C=NN(C2)CC#N)=O)S(=O)(=O)NC2(CC2)C